3-(5-(difluoromethyl)-1,3,4-thiadiazol-2-yl)-8-(4-isobutyrylpiperazin-1-yl)-N-(3-methyloxacyclobutan-3-yl)imidazo[1,5-a]pyridin-6-sulfonamide FC(C1=NN=C(S1)C1=NC=C2N1C=C(C=C2N2CCN(CC2)C(C(C)C)=O)S(=O)(=O)NC2(COC2)C)F